2-(5-bromo-3-chloropyridin-2-yl)-5,5-dimethyl-4,5-dihydrooxazole BrC=1C=C(C(=NC1)C=1OC(CN1)(C)C)Cl